C(C)(C)(C)NS(=O)(=O)C=1C=C(C=CC1C1=CN=C(S1)C1=NC=C(C=C1OC)NC(=O)OC(C)C)NC(OCC1CCNCC1)=O 4-piperidylmethyl N-[3-(tert-butylsulfamoyl)-4-[2-[5-(isopropoxycarbonylamino)-3-methoxy-2-pyridyl]thiazol-5-yl]phenyl]carbamate